2-ethylsulfanyl-6-fluoro-8-(1-hydroxyethyl)-3-methyl-chromen-4-one C(C)SC=1OC2=C(C=C(C=C2C(C1C)=O)F)C(C)O